COCCOC(C(C)(C)OC(C1=C(C=C(C(=C1)[N+](=O)[O-])F)Cl)=O)=O (2-chloro-4-fluoro-5-nitrobenzoyloxy)-2-methylpropanoic acid methoxyethyl ester